bis-(4-aminocyclohexyl)-propane NC1CCC(CC1)C(C)(C)C1CCC(CC1)N